CC(C)(C)S(=O)/N=C/C=1C=C2C(NCC2=CC1)=O 2-methyl-N-[(1E)-(3-oxo-1,2-dihydroisoindol-5-yl)methylidene]propane-2-sulfinamide